C1(CC1)C1=C(C(=NO1)C1=C(C=CC=C1Cl)Cl)C1=CC2(C1)CCN(CC2)C=2C=C1C=CC(=NC1=CC2)C(=O)O 6-(2-(5-cyclopropyl-3-(2,6-dichlorophenyl)isoxazol-4-yl)-7-azaspiro[3.5]non-1-en-7-yl)quinoline-2-carboxylic acid